C1(CCCCC1)P(C1=C(C=CC=C1)C1=C(C=CC=C1OC)OC)C1CCCCC1.[Cl] chlorine (2-Dicyclohexylphosphino-2',6'-dimethoxy-1,1'-biphenyl)